2-trimethylsilyl-bromobenzene C[Si](C1=C(C=CC=C1)Br)(C)C